1-hydroxyethyl sulfate S(=O)(=O)(OC(C)O)[O-]